C(=O)NC1=CC=CC2=CC=CC=C12 formyl-1-naphthylamine